COC(=O)C1=NN(C=N1)CC1=CC=CC=C1 1-benzyl-1H-1,2,4-triazole-3-carboxylic acid methyl ester